(E)-2-(4-chlorophenyl)-3-[(2-methylpropan-2-yl)oxycarbonyl-prop-2-ylamino]prop-2-enoic acid ClC1=CC=C(C=C1)/C(/C(=O)O)=C\N(C(C)C)C(=O)OC(C)(C)C